C(C1=CC=CC=C1)OC(=O)N[C@H](CC(=O)OC)CCCCNC(=O)OC(C)(C)C Methyl (3S)-3-(benzyloxycarbonylamino)-7-(tert-butoxycarbonylamino)heptanoate